2,4,6-trifluorophenyl-[1,2,4]triazolo[1,5-a]pyrimidine FC1=C(C(=CC(=C1)F)F)C1=NN2C(N=CC=C2)=N1